ClC1=CC=C(C=C1)C1=CC2=C(N=C3N(C2=S)CCCC3)O1 2-(4-chlorophenyl)-6,7,8,9-tetrahydro-4H-furo[2,3-D]pyrido[1,2-a]pyrimidine-4-thione